OC1=C(C(=CC=2OC(OC(C21)=O)(C)C)C)CCCO 5-Hydroxy-6-(3-hydroxypropyl)-2,2,7-trimethyl-4H-benzo[d][1,3]dioxin-4-one